benzyl 3-[6-(1-methylpyrazol-4-yl)pyrazolo[1,5-a]pyridin-3-yl]cyclopent-3-ene-1-carboxylate CN1N=CC(=C1)C=1C=CC=2N(C1)N=CC2C=2CC(CC2)C(=O)OCC2=CC=CC=C2